3-(1-pyrrolidinyl)propyl(dimethoxy)methylsilane N1(CCCC1)CCC[SiH2]C(OC)OC